amino-3-isopropyl-2-methyl-5-(methylsulfonyl)pyrazolo[1,5-a]pyrimidine-6-carbonitrile NC1=C(C(=NC=2N1N=C(C2C(C)C)C)S(=O)(=O)C)C#N